tert-butyl (2R,5S)-4-(3-ethyl-8-(hydroxymethyl)-9-methyl-2-oxo-3,9-dihydro-2H-purin-6-yl)-2,5-dimethylpiperazine-1-carboxylate C(C)N1C(N=C(C=2N=C(N(C12)C)CO)N1C[C@H](N(C[C@@H]1C)C(=O)OC(C)(C)C)C)=O